CC1(CCN(CC1)C=1OC2=C(C=C(C=C2C(C1)=O)C)[C@@H](C)NC1=C(C(=O)O)C=C(C=C1)CO)C (R)-2-((1-(2-(4,4-dimethylpiperidin-1-yl)-6-methyl-4-oxo-4H-chromen-8-yl)ethyl)amino)-5-(hydroxymethyl)benzoic acid